BrC1=CC=CC=2N(C(N(C21)C)=O)C2CNCCC2 3-(4-bromo-3-methyl-2-oxo-benzimidazol-1-yl)piperidine